azetidin-1-yl(2-(5-(3,5-dichloro-4-fluorophenyl)-5-(trifluoromethyl)-4,5-dihydroisoxazol-3-yl)-2,3-dihydro-1H-pyrrolo[3,4-c]pyridin-6-yl)methanone N1(CCC1)C(=O)C1=CC2=C(C=N1)CN(C2)C2=NOC(C2)(C(F)(F)F)C2=CC(=C(C(=C2)Cl)F)Cl